(1S,3aR,6aS)-N-((S)-1-cyano-2-((R)-2-oxopiperidin-3-yl)ethyl)-2-(9-hydroxy-9H-fluorene-9-carbonyl)octahydrocyclopenta[c]pyrrole-1-carboxamide C(#N)[C@H](C[C@@H]1C(NCCC1)=O)NC(=O)[C@H]1N(C[C@H]2[C@@H]1CCC2)C(=O)C2(C1=CC=CC=C1C=1C=CC=CC21)O